NCC1=CC(=C(C=O)C=C1)OC1CC1 4-(AMINOMETHYL)-2-CYCLOPROPOXYBENZALDEHYDE